C1(=CC=CC=C1)CSC1N(C(=C(C=N1)C1=CC(=NC=C1)C)C1=CC=C(C=C1)F)C(C)(C)C (Phenylmethylthio)-N-(tert-butyl)-6-(4-fluorophenyl)-5-(2-methylpyridin-4-yl)pyrimidine